(S)-1-((2S,4R)-2-(benzo[d]thiazol-2-yl)-4-hydroxypyrrolidin-1-yl)-2-(4-cyclopropyl-1H-1,2,3-triazol-1-yl)-3-methylbutan-1-one S1C(=NC2=C1C=CC=C2)[C@H]2N(C[C@@H](C2)O)C([C@H](C(C)C)N2N=NC(=C2)C2CC2)=O